1,4-difluoro-2-bromobenzene FC1=C(C=C(C=C1)F)Br